FC(C(C(C(C(C(C(F)(F)F)(F)F)(F)F)(F)F)(F)F)(F)F)(CCP(O)(O)=O)F 2-(perfluoroheptyl)ethyl-phosphonic acid